C(C)(C)(C)OC(=O)NC[C@@H]1CC[C@H](CC1)C(=O)O trans-4-(tert-butoxycarbonylamino-methyl)-cyclohexanecarboxylic acid